tert-Butyl (R)-3,4-dichloro-1-((2S,3S)-2,3-dimethylpiperazin-1-yl)-12-oxo-6a,7,9,10-tetrahydro-6H-pyrazino[2,1-c]pyrido[3,4-f][1,4]oxazepine-8(12H)-carboxylate ClC1=C(C2=C(C(N3[C@@H](CO2)CN(CC3)C(=O)OC(C)(C)C)=O)C(=N1)N1[C@H]([C@@H](NCC1)C)C)Cl